SC1=C(C=CC=C1C=1NC=CN1)C.[Zn] zinc 2-mercaptotolylimidazole